C(CCCCCCCCCCC)(=O)OCC(C)OC(CCCCCCCCCCC)=O propane-1,2-diyl didodecanoate